FC(OC1=CC=C(C=C1)N=C(N)C1=NSC2=C1C=CC=C2)(F)F N'-[4-(trifluoromethoxy)phenyl]-1,2-benzothiazole-3-carboxamidine